(1r,2s,5r)-N-(4-(carbamoylmethyl)phenyl)-menthylcarboxamide C(N)(=O)CC1=CC=C(C=C1)NC(=O)C1C[C@@H](CCC1C(C)C)C